(2S,3S,4S,5R,6S)-6-((8-chloro-6-(2-fluorophenyl)-4H-benzo[f]imidazo[1,2-a][1,4]diazepine-2-carbonyl)oxy)-3,4,5-trihydroxytetrahydro-2H-pyran-2-carboxylic acid ClC=1C=CC2=C(C(=NCC=3N2C=C(N3)C(=O)O[C@H]3[C@@H]([C@H]([C@@H]([C@H](O3)C(=O)O)O)O)O)C3=C(C=CC=C3)F)C1